ethyl 3-{2,5-difluoro-4-[(2R)-2-{[(3-methylpyridin-2-yl) oxy] methyl} pyrrolidin-1-yl] phenyl}-3-oxopropanoate FC1=C(C=C(C(=C1)N1[C@H](CCC1)COC1=NC=CC=C1C)F)C(CC(=O)OCC)=O